ethyl 2-(((3,3-dibutyl-2-(4-methoxybenzyl)-7-(methylthio)-1,1-dioxido-5-phenyl-2,3,4,5-tetrahydro-1,2,5-benzothiadiazepin-8-yl)methyl)thio)acetate C(CCC)C1(N(S(C2=C(N(C1)C1=CC=CC=C1)C=C(C(=C2)CSCC(=O)OCC)SC)(=O)=O)CC2=CC=C(C=C2)OC)CCCC